(Ra)-6-(1-((R)-1-([1,1'-Biphenyl]-4-yl)ethyl)-4-fluoro-1H-indol-7-carboxamido)spiro[3.3]-heptan C1(=CC=C(C=C1)[C@@H](C)N1C=CC2=C(C=CC(=C12)C(=O)NC1CC2(CCC2)C1)F)C1=CC=CC=C1